(2S)-2-amino-2-(4,4-difluorocyclohexyl)-N-(4-(2,4-dimethylpyridin-3-yl)-3-fluorophenyl)acetamide N[C@H](C(=O)NC1=CC(=C(C=C1)C=1C(=NC=CC1C)C)F)C1CCC(CC1)(F)F